CC1CC2(N(C(C1)C2)C(NC2=CC(=C(C=C2)C(F)(F)F)N2N=NC(=C2)C)=O)C(=O)O cis-3-methyl-6-((3-(4-methyl-1H-1,2,3-triazol-1-yl)-4-(trifluoromethyl)phenyl)carbamoyl)-6-azabicyclo[3.1.1]heptane-1-carboxylic acid